C1(=CC(=CC=C1)NS(=O)(=O)C1=CC=C(C=C1)NC(=O)NS(=O)(=O)C1=CC=C(C)C=C1)C N-(3-tolyl)-4-(3-tosylureido)benzenesulfonamide